2-(1-ethylpiperidin-4-yl)-2,4-dimethyl-N-((6-methyl-4-(methylthio)-2-oxo-1,2-dihydropyridin-3-yl)methyl)-7-(6-morpholinopyridin-3-yl)benzo[d][1,3]dioxole-5-carboxamide C(C)N1CCC(CC1)C1(OC2=C(O1)C(=CC(=C2C)C(=O)NCC=2C(NC(=CC2SC)C)=O)C=2C=NC(=CC2)N2CCOCC2)C